(Z)-2-methyl-3-butenenitrile CC(C#N)C=C